C12(CC(C1)C2)N2C=C(C(=CC2=O)N[C@@H]2CN1CCC2CC1)C(=O)N[C@H](C)C1=C(C(=CC=C1)C(F)F)F 1-(bicyclo[1.1.1]pentan-1-yl)-N-((R)-1-(3-(difluoromethyl)-2-fluorophenyl)ethyl)-6-oxo-4-(((S)-quinuclidin-3-yl)amino)-1,6-dihydropyridine-3-carboxamide